ClC=1C(N(C(=CC1OCC1=C(C=C(C=C1)F)F)C)CC1=CC=C(C(=O)O)C=C1)=O 4-{[3-chloro-4-[(2,4-difluorobenzyl)oxy]-6-methyl-2-oxopyridin-1(2H)-yl]methyl}benzoic acid